CC1C(CCCC1C)NCCS(=O)(=O)O 2-(2,3-dimethylcyclohexyl)aminoethane-1-sulfonic acid